FC=1C=C2C(=CC=NC2=CC1)C1CCC(CC1)[C@@H](C)NC(=O)C1CCCCC1 N-((R)-1-((1s,4S)-4-(6-fluoroquinolin-4-yl)cyclohexyl)ethyl)cyclohexanecarboxamide